ClC1=CN=C(C2=CC=C(C=C12)NCC=1C=NC(=CC1)NCC1CC=2N(CC1)C=CN2)NC(OC)=O Methyl N-[4-chloro-6-[[6-(5,6,7,8-tetrahydroimidazo[1,2-a]pyridin-7-ylmethylamino)-3-pyridyl]methylamino]-1-isoquinolyl]carbamate